S(=O)(=O)(O)[O] sulfooxygen